OC1=C(C=C(C=C1)NC(=O)C1=CC2=C(S1)C=CC=C2C=2C=C1C(=NC2)NC=C1)C(NC1COC1)=O N-(4-hydroxy-3-(oxetan-3-ylcarbamoyl)phenyl)-4-(1H-pyrrolo[2,3-b]pyridin-5-yl)benzo[b]thiophene-2-carboxamide